phenyl (n-butyl salicylate) carbonate C(O)(O)=O.C(CCC)OC=1C(C(=O)OC2=CC=CC=C2)=CC=CC1